1-[1-chloro-6-(3-chloro-1-isopropyl-1H-indazol-5-ylmethoxy)-3,4-dihydro-naphthalene-2-ylmethyl]-piperidine-4-carboxylic acid ethyl ester C(C)OC(=O)C1CCN(CC1)CC1=C(C2=CC=C(C=C2CC1)OCC=1C=C2C(=NN(C2=CC1)C(C)C)Cl)Cl